N1=CC=C(C=C1)C1=C(N(N=C1)CC(F)(F)F)C1=CC=C(OCC2=NC3=CC=CC=C3C=C2)C=C1 2-{4-[pyridin-4-yl-2-(2,2,2-trifluoro-ethyl)-2H-pyrazol-3-yl]-phenoxymethyl}-quinoline